2-(6-fluoro-1H-indol-1-yl)aniline FC1=CC=C2C=CN(C2=C1)C1=C(N)C=CC=C1